tert-butyl-4-[[2-[2-methoxy-5-(trifluoromethyl)phenyl]acetyl]amino]pyridine-2-carboxamide C(C)(C)(C)C=1C(=NC=CC1NC(CC1=C(C=CC(=C1)C(F)(F)F)OC)=O)C(=O)N